C(C)OC(=O)[C@H]1[C@H](C(=C(C(=C1C)C)CC)C)C(=O)OCC cis-diethyl-4-ethyl-3,5,6-trimethylcyclohexa-3,5-diene-1,2-dicarboxylate